Dimethylmethoxy(3-vinylphenyl)silane C[Si](C1=CC(=CC=C1)C=C)(OC)C